ClC1=C(C(=O)N[C@H](C(=O)OCC2=CC=CC=C2)CC2=CC(=CC=C2)S(=O)(=O)C)C(=CC(=C1)C#CP(=O)(C1=C(C=CC=C1)OC)O)Cl benzyl (2s)-2-(2,6-dichloro-4-((hydroxy(o-methoxyphenyl)phosphoryl)ethynyl)benzamido)-3-(3-(methylsulfonyl)phenyl)propionate